N[C@H](C(=O)O)CC1=CC(=C(C(=C1)F)O)F (S)-2-amino-3-(3,5-difluoro-4-hydroxyphenyl)propanoic acid